1-(2-(((5-amino-2-chloropyridin-4-yl)amino)methyl)-6-cyclopropylimidazo[1,2-a]pyridin-8-yl)-3-methylimidazolidine-2,4-dione NC=1C(=CC(=NC1)Cl)NCC=1N=C2N(C=C(C=C2N2C(N(C(C2)=O)C)=O)C2CC2)C1